1-(Azetidin-3-yl)piperidine-4-sulfonamide Dihydrochloride Cl.Cl.N1CC(C1)N1CCC(CC1)S(=O)(=O)N